4-[4-(2,3-dichlorophenyl)piperazin-1-yl]butoxy-3,4-dihydro-1H-quinolin-one ClC1=C(C=CC=C1Cl)N1CCN(CC1)CCCCON1C(CCC2=CC=CC=C12)=O